OCC1CC2C3CC(C(C2C1)C3)C(=O)O 4-hydroxymethyl-8-carboxy-tricyclo[5.2.1.02,6]decane